ClC=1C=C(C(=NC1)NC(C=1NC(=C(N1)S(=O)(=O)C)C)C1=CC(=C(C=C1)F)Cl)OC 5-chloro-N-((3-chloro-4-fluorophenyl)(5-methyl-4-(methylsulfonyl)-1H-imidazol-2-yl)methyl)-3-methoxypyridin-2-amine